C(#N)C=1C=C(C(=NC1)OC1=C(C(=C(C=C1)F)F)OC)C(=O)NC1=CC(=CC=C1)S(=O)(=O)C 5-cyano-2-(3,4-difluoro-2-methoxy-phenoxy)-N-[3-(methylsulfonyl)phenyl]pyridine-3-carboxamide